FC1=CC=C(C=C1)C=CC(=O)NC1=CC=C(C=C1)S(=O)(=O)N1CCCC1 3-(4-fluorophenyl)-N-[4-(1-pyrrolidinylsulfonyl)phenyl]acryl-amide